CN1N=C2C=C(C(=CC2=C1)C1=CC=C(N=N1)NC1C[C@@H]2[C@@H](CN(C2)CC2CCOCC2)C1)C (3aR,5s,6aS)-N-(6-(2,6-dimethyl-2H-indazol-5-yl)pyridazin-3-yl)-2-((tetrahydro-2H-pyran-4-yl)methyl)octahydrocyclopenta[c]pyrrol-5-amine